di-1-naphthyl-silane C1(=CC=CC2=CC=CC=C12)[SiH2]C1=CC=CC2=CC=CC=C12